tert-butyl (S)-7'-bromo-8'-chloro-6'-fluoro-4'-((1-methylpyrrolidin-2-yl)methoxy)-2'-oxo-2',3'-dihydrospiro[piperidine-4,1'-pyrrolo[2,3-c]quinoline]-1-carboxylate BrC=1C(=CC=2C3=C(C(=NC2C1F)OC[C@H]1N(CCC1)C)NC(C31CCN(CC1)C(=O)OC(C)(C)C)=O)Cl